4-fluoro-N,N-dimethylthiobenzamide FC1=CC=C(C(=S)N(C)C)C=C1